ClC=1C(=C2C=NNC2=C(C1F)C1=CC=NN1C)C=1C=CC=2N(C1)C=C(N2)NC(=O)[C@H]2[C@H](C2)F (1S,2S)-N-(6-(5-chloro-6-fluoro-7-(1-methyl-1H-pyrazol-5-yl)-1H-indazol-4-yl)imidazo[1,2-a]pyridin-2-yl)-2-fluorocyclopropane-1-carboxamide